ClCC1=C(C=CC(=C1)[N+](=O)[O-])O 2-(chloromethyl)-4-nitrophenol